N1=C2C(=CC=C1)C(OCC21CC1)=O 7'h-spiro[cyclopropan-1,8'-pyrano[4,3-b]pyridin]-5'-one